4-[(3S)-3-amino-3-methylpyrrolidin-1-yl]-N-(2-methoxyethyl)-5-(4-methyl-1H-1,3-benzodiazol-2-yl)pyridine-3-carboxamide N[C@@]1(CN(CC1)C1=C(C=NC=C1C1=NC2=C(N1)C=CC=C2C)C(=O)NCCOC)C